FC(OC1=CC=C(CN2N=C(C3=CC=CC=C23)C(=O)O)C=C1)F 1-(4-(difluoromethoxy)benzyl)-1H-indazole-3-carboxylic acid